(5S,8S)-N-(2,4-dichloro-6-(hydroxymethyl)benzyl)-5-fluoro-8-hydroxy-8-methyl-5,6,7,8-tetrahydro-quinoline-5-carboxamide ClC1=C(CNC(=O)[C@]2(C=3C=CC=NC3[C@@](CC2)(C)O)F)C(=CC(=C1)Cl)CO